R-2,6-dimethylphenylaminopropionic acid CC1=C(C(=CC=C1)C)N[C@@H](C(=O)O)C